OC1=C(C=C(OC2=C(C=C(C=C2I)CC(=O)O)I)C=C1)I [4-(4-Hydroxy-3-iodophenoxy)-3,5-diiodophenyl]acetic acid